FC1=C(C(=CC=C1C=1NC=CC1)F)[C-]1C=CC=C1.[CH-]1C=CC=C1.[Fe+2] 2,6-difluoro-3-pyrrolylphenyl-ferrocene